C1(=CC=CC=C1)C1=NC=NC(=N1)C1=CC=CC=C1 4,6-diphenyl-1,3,5-triazin